1-phenyl-5-(2-thienyl)-3-trifluoromethyl-1,2,4-triazole C1(=CC=CC=C1)N1N=C(N=C1C=1SC=CC1)C(F)(F)F